(1R)-2-(propylamino)-1-(3-pyridyl)ethanol C(CC)NC[C@H](O)C=1C=NC=CC1